C(C(=O)O)[C@]([C@@H](C(=O)O)O)(C(=O)O)O (-)-hydroxycitric acid